OCC(C)(C)C1=NN(C(=C1)NC(=O)N[C@@H]1CN(C[C@H]1C1=CC=CC=C1)CCOC)C1=CC=CC=C1 1-(3-(1-hydroxy-2-methylpropan-2-yl)-1-phenyl-1H-pyrazol-5-yl)-3-((3s,4r)-1-(2-methoxyethyl)-4-phenylpyrrolidin-3-yl)urea